5-amino-1,3-dihydrobenzo[C]thiophene-2,2-dioxide NC1=CC2=C(CS(C2)(=O)=O)C=C1